FC=1C=C(C=C(C1C)[N+](=O)[O-])N=C(C1=CC=CC=C1)C1=CC=CC=C1 N-(3-fluoro-4-methyl-5-nitrophenyl)-1,1-diphenylmethanimine